3-(6-chloropyrimidin-4-yl)-5-methoxy-1-trityl-pyrazolo[3,4-c]pyridine ClC1=CC(=NC=N1)C1=NN(C2=CN=C(C=C21)OC)C(C2=CC=CC=C2)(C2=CC=CC=C2)C2=CC=CC=C2